3-(4-hydroxyindan-5-yl)-4-methyl-6-[[(3R)-3-piperidyl]amino]-1,2,4-triazin-5-one OC1=C2CCCC2=CC=C1C1=NN=C(C(N1C)=O)N[C@H]1CNCCC1